COC1=C(C=CC=C1)S(=O)(=O)NC=1C=C(C(=O)NC2=CC=C(C(=O)O)C=C2)C=CC1 4-[3-(2-Methoxy-benzenesulfonylamino)-benzoylamino]-benzoic acid